NCCOCCOCC(=O)N1C[C@@H](CC1)C(=O)NC1=NN(CC1)C1=CC(=C(C=C1)Cl)Cl (R)-1-(2-(2-(2-aminoethoxy)ethoxy)acetyl)-N-(1-(3,4-dichlorophenyl)-4,5-dihydro-1H-pyrazol-3-yl)pyrrolidine-3-carboxamide